4-hydroxy-1,2,3-triazole OC=1N=NNC1